1-(4-(1-FLUOROCYCLOBUTYL)PYRIDIN-2-YL)-N-(1-METHYL-1H-INDAZOL-7-YL)-1H-PYRAZOLE-4-SULFONAMIDE FC1(CCC1)C1=CC(=NC=C1)N1N=CC(=C1)S(=O)(=O)NC=1C=CC=C2C=NN(C12)C